CC(C(CCCCCCC)O)O trans-2,3-decanediol